ClC=1C=C(C=CC1)C1=NC=2N(C(=C1)C)N=CC2C(=O)O 5-(3-chlorophenyl)-7-methylpyrazolo[1,5-a]Pyrimidine-3-carboxylic acid